5-(2-bromo-5-chlorophenyl)isoxazole BrC1=C(C=C(C=C1)Cl)C1=CC=NO1